CC1=NOC(=C1C1=CC=CC2=C1N=C(S2)NC(=O)[C@@H]2CNCC2)C (S)-N-(4-(3,5-dimethylisoxazol-4-yl)benzo[d]thiazol-2-yl)pyrrolidine-3-carboxamide